3-(5-hydroxy-1-oxo-isoindolin-2-yl)-1-(2-trimethylsilylethoxymethyl)piperidine-2,6-dione OC=1C=C2CN(C(C2=CC1)=O)C1C(N(C(CC1)=O)COCC[Si](C)(C)C)=O